ClC1=C(C=C(C=C1)F)C1=CC(=C(N=N1)NC1C[C@@H]2[C@@H](CN(C2)C([2H])([2H])C2CCOCC2)C1)C(F)(F)F (3aR,5s,6aS)-N-(6-(2-chloro-5-fluorophenyl)-4-(trifluoro-methyl)pyridazin-3-yl)-2-((tetrahydro-2H-pyran-4-yl)methyl-d2)octahydro-cyclopenta[c]pyrrol-5-amine